C(C)(=O)NC1=CC=NN1C1=NN=C(S1)C=1C(=C(C(OC1C(=O)N)=O)OCCOC)NC1=CC=CC=C1 (5-(5-acetamido-1H-pyrazol-1-yl)-1,3,4-thiadiazol-2-yl)-3-(2-methoxyethoxy)-2-oxo-4-(phenylamino)-2H-pyran-6-carboxamide